3-(4-amino-7-(4-methyl-oxazol-5-yl)-2-(pyridin-2-ylmethyl)-2H-[1,2,3]triazolo[4,5-c]pyridin-6-yl)-2-fluorobenzonitrile NC1=NC(=C(C=2C1=NN(N2)CC2=NC=CC=C2)C2=C(N=CO2)C)C=2C(=C(C#N)C=CC2)F